COCC1=NN2C(NC=3C(=C2)CN(C3)C(C)C)=C1 2-(methoxymethyl)-6-(propan-2-yl)-6,7-dihydro-4H-pyrazolo[1,5-a]pyrrolo[3,4-d]pyrimidine